C(C)(C)(C)N(C(O)=O)[C@H]1CCN2C1=CC=1C(=CC(=C(C21)Cl)Cl)OCC#N.COC=2C=CC=1C3=C(C=NC1N2)N=CN3CC3=CC=C(C=C3)S(=O)(=O)N 4-((7-methoxy-1H-imidazo[4,5-c][1,8]naphthyridin-1-yl)methyl)benzenesulfonamide tert-Butyl-(S)-(5,6-dichloro-8-(cyanomethoxy)-2,3-dihydro-1H-pyrrolo[1,2-a]indol-1-yl)carbamate